N-(1-cyanocyclopropyl)-4-methylpentanamide trifluoroacetate FC(C(=O)O)(F)F.C(#N)C1(CC1)NC(CCC(C)C)=O